FC1=C(C(=O)NCC2CCC(CC2)N2N=C3C=CC(=CC3=C2)C(F)(F)F)C=C(C(=C1F)O)F 2,3,5-trifluoro-4-hydroxy-N-({(1r,4r)-4-[5-(trifluoromethyl)-2H-indazol-2-yl]cyclohexyl}methyl)benzamide